5-(4-(3-((tert-butoxycarbonyl)amino)propyl)piperazin-1-yl)-2-fluorobenzoic acid C(C)(C)(C)OC(=O)NCCCN1CCN(CC1)C=1C=CC(=C(C(=O)O)C1)F